N1C(C=CC=C1)C(=O)Cl (2H)-pyridinecarbonyl chloride